Hexyl 3-ethyl-12-hexyl-6-(2-((2-hexyloctanoyl)oxy)ethyl)-10-oxo-9,11-dioxa-3,6-diazahenicosan-21-oate C(C)N(CC)CCN(CCOC(OC(CCCCCCCCC(=O)OCCCCCC)CCCCCC)=O)CCOC(C(CCCCCC)CCCCCC)=O